8-amino-imidazo[1,5-A]pyridine NC=1C=2N(C=CC1)C=NC2